FC(C(=NO)C1=CC=C(C=C1)C)(F)F 2,2,2-trifluoro-1-(4-methylphenyl)-ethanone oxime